NC1=NC(N(C=C1F)[C@@H]1O[C@@]([C@H]([C@@H]1F)OC1OCCCC1)(COC1OCCCC1)CCF)=O 4-amino-5-fluoro-1-((2R,3S,4R,5R)-3-fluoro-5-(2-fluoroethyl)-4-((tetrahydro-2H-pyran-2-yl)oxy)-5-(((tetrahydro-2H-pyran-2-yl)oxy)methyl)tetrahydrofuran-2-yl)pyrimidin-2(1H)-one